BrC=1C(N(C(N(C1)CC(=O)[O-])=O)CC1COC1)=O (5-bromo-3-oxetan-3-ylmethyl-2,4-dioxo-3,4-dihydro-2H-pyrimidin-1-yl)-acetate